(S)-(5-(difluoromethyl)-1-(2,2,2-trifluoroethyl)-1H-pyrazol-4-yl)(4-(pyrazolo[1,5-a]pyridin-2-yl)-6,7-dihydro-1H-imidazo[4,5-c]pyridin-5(4H)-yl)methanone FC(C1=C(C=NN1CC(F)(F)F)C(=O)N1[C@@H](C2=C(CC1)NC=N2)C2=NN1C(C=CC=C1)=C2)F